2-ethyl-4-methyl-6-(1'-methylbenzimidazol-2-yl)benzimidazole C(C)C=1NC2=C(N1)C=C(C=C2C)C2=NC1=C(N2C)C=CC=C1